C(C1=CC=CC=C1)(=O)C1=CC=C(C=C1)C(=O)NCCCNC(C(=C)C)=O N-(3-((4-benzoylphenyl)formamido)propyl)METHACRYLAMIDE